NC1=CC(=NC=C1)N(C(C)=O)C1=CC=CC=C1 N-(4-aminopyridin-2-yl)-N-phenylacetamide